CN(C(=O)C=1C=NN2C1CN(C(C2)C)C(NC2=CC(=C(C=C2)F)Cl)=O)C2(CC2)C2=CC=C(C(=O)O)C=C2 4-(1-{N-methyl-5-[(3-chloro-4-fluorophenyl)carbamoyl]-6-methyl-4H,5H,6H,7H-pyrazolo[1,5-a]pyrazine-3-amido}cyclopropyl)benzoic acid